D-ribose-13C5 O=[13CH][13C@H](O)[13C@H](O)[13C@H](O)[13CH2]O